COC1=C(C=CC=C1)C1=NN=C(O1)C=1C=CC2=C(C(ON2C)=O)C1 5-[5-(2-methoxyphenyl)-1,3,4-oxadiazol-2-yl]-1-methyl-1,3-dihydro-2,1-benzoxazol-3-one